C(C)(C)C=1C(=C(C2=CC=CC=C2C1)S(=O)(=O)[O-])C(C)C.[Na+] sodium di-isopropyl-naphthalenesulphonate